1-[3-acetyl-6-[6-fluoro-5-[(6-methylpyridazin-3-yl)amino]benzimidazol-1-yl]-2-pyridinyl]-5-methyl-pyrazole-3-carbonitrile C(C)(=O)C=1C(=NC(=CC1)N1C=NC2=C1C=C(C(=C2)NC=2N=NC(=CC2)C)F)N2N=C(C=C2C)C#N